Rac-Di-tert-butyl ((trans)-cyclohex-4-ene-1,2-diyl)dicarbamate [C@@H]1([C@@H](CC=CC1)NC(OC(C)(C)C)=O)NC(OC(C)(C)C)=O |r|